(Z)-2-(5-fluoro-1-(4-((4-fluorophenoxy)methyl)-3-methoxybenzylidene)-2-methyl-1H-inden-3-yl)acetic acid FC=1C=C2C(=C(/C(/C2=CC1)=C/C1=CC(=C(C=C1)COC1=CC=C(C=C1)F)OC)C)CC(=O)O